methyl 4-(tert-butoxycarbonylamino)-1-(2-fluorophenyl)-6-oxo-pyridazine-3-carboxylate C(C)(C)(C)OC(=O)NC=1C(=NN(C(C1)=O)C1=C(C=CC=C1)F)C(=O)OC